NC1=CC=C(C=C1)C[C@H](C(=O)OCC)NC(C=C)=O ethyl (2R)-3-(4-aminophenyl)-2-acrylamidopropionate